(3S,6R)-6-methyl-1-(2-(4-(pyrazine-yl)phenyl)acetyl)piperidine-3-carboxylic acid C[C@@H]1CC[C@@H](CN1C(CC1=CC=C(C=C1)C1=NC=CN=C1)=O)C(=O)O